C1(CC1)C1=C(C(=NO1)C1=C(C=CC=C1Cl)Cl)C=C1CC2(C1)CCN(CC2)C=2C=C1C=C(C(=NC1=CC2)C(=O)O)C 6-(2-((5-cyclopropyl-3-(2,6-dichlorophenyl)isoxazol-4-yl)methylene)-7-azaspiro[3.5]non-7-yl)-3-methylquinoline-2-carboxylic acid